(S)-6-(4-chlorophenyl)-2-(1-methyl-1H-pyrazol-4-yl)-N-(1-(1-methyl-1H-pyrazol-4-yl)ethyl)-3-oxo-2,3-dihydropyridazine-4-carboxamide ClC1=CC=C(C=C1)C=1C=C(C(N(N1)C=1C=NN(C1)C)=O)C(=O)N[C@@H](C)C=1C=NN(C1)C